N[C@@H](C(=O)N[C@H](C(=O)N[C@@H](CCCCN)C1=NC(=NO1)CC1=CC=C(C=C1)C(C)(C)C)CC1=C(C=C(C=C1C)O)C)CCCNC(=N)N (R)-2-amino-N-((S)-1-(((S)-5-amino-1-(3-(4-(tert-butyl)benzyl)-1,2,4-oxadiazol-5-yl)pentyl)amino)-3-(4-hydroxy-2,6-dimethylphenyl)-1-oxopropan-2-yl)-5-guanidino-valeramide